7-methoxycinnoline-3-carboxylic acid COC1=CC=C2C=C(N=NC2=C1)C(=O)O